1-tert-butylpiperazine C(C)(C)(C)N1CCNCC1